C(#N)N1CC(CC1)C(=O)NC=1SC2=C(N1)C=CC(=C2)C2CC2 cyano-N-(6-cyclopropylbenzo[d]thiazol-2-yl)pyrrolidine-3-carboxamide